C(#C)C1=C2C(=CC(=CC2=CC=C1F)O)C=1C=C2C=3C(=NC(=NC3C1F)OC[C@]13CCCN3C[C@@H](C1)F)N(CCCO2)C 5-ethynyl-6-fluoro-4-(11-fluoro-2-(((2R,7aS)-2-fluorotetrahydro-1H-pyrrolizin-7a(5H)-yl)methoxy)-4-methyl-4,5,6,7-tetrahydro-[1,5]oxazocino[4,3,2-de]quinazolin-10-yl)naphthalen-2-ol